(S)-4-(prop-1-en-2-yl)cyclohex-1-en-1-carbaldehyde C=C(C)[C@@H]1CC=C(CC1)C=O